N1C(CCC1)=O.[Na] sodium 2-pyrrolidone